FC(C(C=CC(C(C(C(C(F)(F)F)(F)F)(F)F)(F)F)(C(F)(F)F)F)(F)F)(F)F 1,1,1,2,2,5,6,6,7,7,8,8,9,9,9-pentadecafluoro-5-(trifluoromethyl)non-3-ene